1-(3-((5-chloro-2-((1-(1-methylpiperidin-4-yl)-1H-pyrazol-4-yl)amino)pyrimidin-4-yl)amino)propyl)azepan-2-one ClC=1C(=NC(=NC1)NC=1C=NN(C1)C1CCN(CC1)C)NCCCN1C(CCCCC1)=O